tert-Butyl ((S)-1-((2S,4R)-2-(((4H-chromeno[3,4-d]oxazol-7-yl)methyl)formamido)-4-hydroxypyrrolidin-1-yl)-3,3-dimethyl-1-oxobutan-2-yl)carbamate O1C=NC2=C1C=1C=CC(=CC1OC2)CC(=O)N[C@H]2N(C[C@@H](C2)O)C([C@H](C(C)(C)C)NC(OC(C)(C)C)=O)=O